4-(4-benzyl-1H-pyrazol-3-yl)-6-chloro-pyrimidin-2-amine C(C1=CC=CC=C1)C=1C(=NNC1)C1=NC(=NC(=C1)Cl)N